(2R)-1-{2-[1-ethyl-3-(trifluoromethyl)pyrazol-4-ylsulfonyl]-4H,6H-pyrrolo[3,4-c]pyrazol-5-yl}-3-hydroxy-2-phenylpropan-1-one C(C)N1N=C(C(=C1)S(=O)(=O)N1N=C2C(=C1)CN(C2)C([C@@H](CO)C2=CC=CC=C2)=O)C(F)(F)F